(6-bromo-7-cyclopropylimidazo[1,2-a]pyrimidin-2-yl)[(3R,3'R)-3'-hydroxy-1,4-dihydro-1'H,2H-spiro[isoquinoline-3,4'-piperidin]-1'-yl]methanone BrC=1C(=NC=2N(C1)C=C(N2)C(=O)N2C[C@H]([C@@]1(CC2)NCC2=CC=CC=C2C1)O)C1CC1